COC1=CC(=C(OC2=CC=C(C=C2)[C@@H]2CCCN3C2=NS(CC3)(=O)=O)C=C1)C (9S)-9-[4-(4-methoxy-2-methylphenoxy)phenyl]-3,4,6,7,8,9-hexahydropyrido[2,1-c][1,2,4]thiadiazine 2,2-dioxide